BrC1=CC=C(C=C1)C(C#C)(CC)C=1N=C(SC1)N 4-(3-(4-bromophenyl)pent-1-yn-3-yl)thiazol-2-amine